O[C@H]([C@@H](C)OC1=CC(=NC(=N1)SCC1=CC=C(C=C1)F)C1N(CC1C)S(=O)(=O)N)CO (6-(((2R,3S)-3,4-dihydroxybutan-2-yl)oxy)-2-((4-fluorobenzyl)thio)pyrimidin-4-yl)-3-methylazetidine-1-sulfonamide